CC1(CC=CCC1)C(=O)OC Methyl 1-methylcyclohex-3-ene-carboxylate